C(C)(C)[C@]1(C(NC(N1)=O)=O)C1=CC=C(C=C1)C(=O)N1CCN(CC1)C1=NC2=CC=CC=C2C=C1 (R)-5-isopropyl-5-[4-(4-quinolin-2-ylpiperazine-1-carbonyl)phenyl]imidazolidine-2,4-dione